[Si](C)(C)(C(C)(C)C)OCC=1C=C2C(=NN(C2=CC1)C1OCCCC1)C=CC1=NC=CC=C1 5-(((tert-butyldimethylsilyl)oxy)methyl)-3-(2-(pyridin-2-yl)vinyl)-1-(tetrahydro-2H-pyran-2-yl)-1H-indazole